5-chloro-1-(2,6-dimethoxyphenyl)-2-(6-ethoxypyridin-2-yl)-1H-imidazo[4,5-b]pyrazine ClC=1N=C2C(=NC1)N(C(=N2)C2=NC(=CC=C2)OCC)C2=C(C=CC=C2OC)OC